ClC1=NC=C(C=N1)NC1=NC=CC=C1N N2-(2-chloropyrimidin-5-yl)pyridine-2,3-diamine